3-(tert-butyl)-1H-pyrazole C(C)(C)(C)C1=NNC=C1